N4-(2-chloro-6-fluorobenzyl)-N2-isopropylthieno[3,2-d]pyrimidine-2,4-diamine ClC1=C(CNC=2C3=C(N=C(N2)NC(C)C)C=CS3)C(=CC=C1)F